tert-butyl 3-[p-(4-morpholino-1-{[2-(trimethylsilyl)ethoxy]methyl}-1H-1,5,7-triazainden-2-yl)phenyl]-2,4-dioxo-1,3,7-triaza-7-spiro[4.5]decanecarboxylate O1CCN(CC1)C1=C2C=C(N(C2=NC=N1)COCC[Si](C)(C)C)C1=CC=C(C=C1)N1C(NC2(C1=O)CN(CCC2)C(=O)OC(C)(C)C)=O